ClC1=NC=C(C=C1COC)C 2-chloro-3-(methoxymethyl)-5-methylpyridine